BrC1=CC=2N=CN=C(C2N=C1Cl)NC1=CC(=C(C=C1)OC=1C=NC(=CC1)C)C 7-bromo-6-chloro-N-(3-methyl-4-((6-methylpyridin-3-yl)oxy)phenyl)pyrido[3,2-d]pyrimidin-4-amine